N1(CCOCC1)C1=CC=C(C=C1)NC1=NC=CC(=N1)C1=CC=C(C(=O)O)C=C1 4-[2-(4-morpholinylphenylamino)pyrimidine-4-yl]benzoic acid